C1(=CC=CC=C1)C1=C(C(=NN=N1)C=1C(=C2C(=CC1)N=C1C=CC3=C4C=CC=CC4=NC3=C12)C1=CC=CC=C1)C1=C(C=CC=C1)C1=CC=CC=C1 [phenyl-(biphenylyl)triazinyl]phenylindolocarbazole